CS(=O)(=O)C=1C=C(SC1)C1=NC(=NC=C1C(F)(F)F)NC=1C=C2CCNCC2=CC1 N-(4-(4-(methylsulfonyl)thiophen-2-yl)-5-(trifluoromethyl)pyrimidin-2-yl)-1,2,3,4-tetrahydroisoquinolin-6-amine